2,4,6-tris(hydroxy-benzylamino)-s-triazine ON(C1=NC(=NC(=N1)N(CC1=CC=CC=C1)O)N(CC1=CC=CC=C1)O)CC1=CC=CC=C1